C(C)(C)(C)OC(=O)N1C2(CC2CC1)C=O 1-formyl-2-azabicyclo[3.1.0]hexane-2-carboxylic acid tert-butyl ester